2-bromo-1-(2-methoxymethoxy-5-pentyloxy-phenyl)-1-phenyl-ethene BrC=C(C1=CC=CC=C1)C1=C(C=CC(=C1)OCCCCC)OCOC